3-fluoro-2-(methoxymethyl)aniline 4,4'-methylenebis(3-hydroxy-2-naphthoate) C(C1=C(C(=CC2=CC=CC=C12)C(=O)O)O)C1=C(C(=CC2=CC=CC=C12)C(=O)O)O.FC=1C(=C(N)C=CC1)COC